(S)-3-(8-(2,4-Dichlorophenyl)-9-(4-((1-(3-fluoropropyl)pyrrolidin-3-yl)oxy)phenyl)-6,7-dihydro-5H-benzo[7]annulen-3-yl)-1,2,4-oxadiazol-5(4H)-thion ClC1=C(C=CC(=C1)Cl)C=1CCCC2=C(C1C1=CC=C(C=C1)O[C@@H]1CN(CC1)CCCF)C=CC(=C2)C2=NOC(N2)=S